C(C1=CC=CC=C1)OC(=O)N[C@H](C(=O)OCC1=CC=CC=C1)CC1=CC=C(C=C1)OCC(=O)OC(C)(C)C (s)-benzyl 2-(((benzyloxy)carbonyl)amino)-3-(4-(2-(tert-butoxy)-2-oxoethoxy)phenyl)propanoate